tert-butyl 4-(3-cyclobutyl-3-oxo-propanoyl)piperazine-1-carboxylate C1(CCC1)C(CC(=O)N1CCN(CC1)C(=O)OC(C)(C)C)=O